C(C)C1=C(N=C(O1)C1=CC=C(C=C1)C)CCOC=1C=C2CC[C@H](C2=CC1)CC(=O)O (S)-2-(5-(2-(5-ethyl-2-p-tolyloxazol-4-yl)ethoxy)-2,3-dihydro-1H-inden-1-yl)acetic acid